C(C)(=O)C1=NC=C(C=N1)OC1=CC=C(C=C1)C(C)(C)C1=CC=C(OC2CC(C2)NC(OC(C)(C)C)=O)C=C1 tert-butyl ((1r,3r)-3-(4-(2-(4-((2-acetylpyrimidin-5-yl)oxy)phenyl)propan-2-yl)phenoxy)cyclobutyl)carbamate